C(C)OC(=C)C1=CC=C(S1)[C@H]1O[C@@H]2CN([C@H]1C2)C(=O)OC(C)(C)C tert-butyl (1S,3S,4S)-3-(5-(1-ethoxyvinyl)thiophen-2-yl)-2-oxa-5-azabicyclo[2.2.1]heptane-5-carboxylate